N-(1H-indol-3-yl)-3-oxo-6-phenyl-3,4-dihydroisoquinoline-2(1H)-carboxamide N1C=C(C2=CC=CC=C12)NC(=O)N1CC2=CC=C(C=C2CC1=O)C1=CC=CC=C1